5,10-dihydro-9-dimethylallylphenazine-1-carboxylic acid CC(=CCC=1C=CC=C2NC=3C=CC=C(C3NC12)C(=O)O)C